4-benzyl-N-[(4-carbamimidoylphenyl)methyl]piperidine-1-carboxamide C(C1=CC=CC=C1)C1CCN(CC1)C(=O)NCC1=CC=C(C=C1)C(N)=N